NCCCNCC(CNCCCCCCCCCCCC)O 1-((3-aminopropyl)amino)-3-(dodecylamino)propan-2-ol